CC1(CC(N(C1)OC(C(F)(F)F)=O)C(=O)N)C 4,4-dimethyl-1-(2,2,2-trifluoroacetoxy)pyrrolidine-2-carboxamide